CN(C1=CC=CC=C1)C1=CC=C(C=C1)C=C methyl-N-(4-vinylphenyl)aniline